COC1=CC(=NC2=CC(=CC=C12)C(C)=O)C1=CC=C(C=C1)C(F)(F)F 1-(4-methoxy-2-(4-(trifluoromethyl)phenyl)quinolin-7-yl)ethan-1-one